C(C)(=O)ON(C1=C(C(=CC(=C1)NC(C)=O)CC)OC)OC(C)=O N,N-diacetoxyethyl-2-methoxy-5-acetamidoaniline